C(CCCCC)NC(=O)[C@@H]1CN(CCN1C(CCCCCCC)=O)S(=O)(=O)C1=CC=C(C(=O)N2C[C@H]([C@@H](C2)C(=O)N[C@@H]2[C@H](C2)C2=CC=CC=C2)C(=O)N[C@@H]2[C@H](C2)C2=CC=CC=C2)C=C1 (3S,4S)-1-(4-(((S)-3-(hexylcarbamoyl)-4-octanoylpiperazin-1-yl)sulfonyl)benzoyl)-N3,N4-bis((1S,2R)-2-phenylcyclopropyl)pyrrolidine-3,4-dicarboxamide